(benzothiazol-2-yl)-5-iodophenol S1C(=NC2=C1C=CC=C2)C2=C(C=C(C=C2)I)O